3-[3-(hydroxymethyl)-4-[1-methyl-5-[(5-methyl-6,7-dihydro-4H-thiazolo[5,4-c]pyridin-2-yl)amino]-6-oxo-3-pyridyl]-2-pyridyl]-6,7,8,9-tetrahydrobenzothiopheno[2,3-d]pyridazin-4-one OCC=1C(=NC=CC1C1=CN(C(C(=C1)NC=1SC=2CN(CCC2N1)C)=O)C)N1N=CC2=C(C1=O)SC1=C2CCCC1